(5,6,7,8-tetrahydronaphthalen-2-yl)methylguanidine hydrochloride Cl.C1=C(C=CC=2CCCCC12)CNC(=N)N